N(CCO)(CCO)CCO.C(CCCCCCCCCCCC(=O)O)C(=O)O 1,12-dodecanedicarboxylic acid triethanolamine salt